2-(cyclohexylidenefluoromethyl)-N-methyl-5,8-dihydro-6H-pyrano[3,4-b]pyridin-5-amine C1(CCCCC1)=C(C1=CC=C2C(=N1)COCC2NC)F